2-(1-(4,5,6,7-tetrahydro-[1,2,3]triazolo[1,5-a]pyrazine-5-carbonyl)piperidin-4-ylidene)-2-(4-(trifluoromethoxy)phenyl)acetonitrile N1=NC=C2N1CCN(C2)C(=O)N2CCC(CC2)=C(C#N)C2=CC=C(C=C2)OC(F)(F)F